6-[4-[3-([1-[6-oxo-5-(trifluoromethyl)-1,6-dihydropyridazin-4-yl]piperidin-2-yl]methoxy)propanoyl]piperazin-1-yl]pyridine-3-carbonitrile O=C1C(=C(C=NN1)N1C(CCCC1)COCCC(=O)N1CCN(CC1)C1=CC=C(C=N1)C#N)C(F)(F)F